3-(4-((2-((5-ethylpyrazin-2-yl)amino)pyridin-4-yl)methoxy)naphthalen-1-yl)urea C(C)C=1N=CC(=NC1)NC1=NC=CC(=C1)COC1=CC=C(C2=CC=CC=C12)NC(N)=O